C(=O)(O)C=1C=C(CN2CC(C2)OC=2C=CC(=C(C(=O)O)C2)NS(=O)(=O)CCC2=CC=C(C=C2)F)C=CC1NS(=O)(=O)CCC1=CC=C(C=C1)F 5-((1-(3-carboxy-4-((2-(4-fluorophenyl)ethyl)sulfonamido)-benzyl)azetidin-3-yl)oxy)-2-((2-(4-fluorophenyl)ethyl)sulfonamido)benzoic acid